ClC1=CC=C(CN(C(=O)[C@H]2[C@@H](CCC2)[S@@](=O)(=N)C2=CC=C(C=C2)C)C2CCC3(CC3(F)F)CC2)C=C1 (1S,2R)-N-(4-chlorobenzyl)-N-((3R,6s)-1,1-difluorospiro[2.5]octan-6-yl)-2-((S)-4-methylphenylsulfonimidoyl)cyclopentane-1-carboxamide